tert-butyl (Z)-3-((2-carbamothioylhydrazineylidene)methyl)azetidine-1-carboxylate C(N)(=S)N\N=C/C1CN(C1)C(=O)OC(C)(C)C